2-cyclobutyl-5-methylaniline C1(CCC1)C1=C(N)C=C(C=C1)C